NC1=C(C=C2CCN(C2=C1)C(C)=O)OC 1-(6-Amino-5-methoxyindolin-1-yl)ethanone